CO[Si](O[Si](OC)(OC)CCCN([Si](C)(C)C)[Si](C)(C)C)(OC)CCCN([Si](C)(C)C)[Si](C)(C)C N,N'-(1,1,3,3-tetramethoxydisiloxane-1,3-diyl)bis(propan-3,1-diyl)bis(1,1,1-trimethyl-N-(trimethylsilyl)silanamine)